[Si](C)(C)(C(C)(C)C)ON1[C@@H]2CC[C@H](N(C1=O)C2)C(NC(C2=CC=C(C=C2)C#N)=O)=N N-(((2S,5R)-6-((tert-butyldimethylsilyl)oxy)-7-oxo-1,6-diazabicyclo[3.2.1]oct-2-yl)(imino)methyl)-4-cyanobenzamide